FC(C1=C2CNC(C2=CC(=C1)CNC1(CCC1)C)=O)F 4-(difluoromethyl)-6-(((1-methylcyclobutyl)amino)methyl)isoindolin-1-one